N-((tert-butoxycarbonyl)-L-valyl)-S-(methyl-d3)-L-cysteine methyl ester COC([C@@H](NC([C@@H](NC(=O)OC(C)(C)C)C(C)C)=O)CSC([2H])([2H])[2H])=O